C(C)(C)C1=C(NC2=CC=C(C=C12)C1CN(C1)C(C)C)C=1C(=C(C(N(C1)C)=O)C)C 5-(3-isopropyl-5-(1-isopropylazetidin-3-yl)-1H-indol-2-yl)-1,3,4-trimethylpyridin-2(1H)-one